C(C=1C(O)=CC=CC1)=NC(CN)C N'-salicylidene-1,2-diaminopropane